BrC=1C(=CC(=NC1)C)C 5-bromo-2,4-dimethylpyridine